BrC=1C(=NN(C1)C=1C(=CC(=C(C1)NC(C=C)=O)F)F)[N+](=O)[O-] N-(5-(4-bromo-3-nitro-1H-pyrazol-1-yl)-2,4-difluorophenyl)acrylamide